CC1(OB(OC1(C)C)C1=CC=C(C=C1)C#CC1=CC=C(C=C1)OC(F)(F)F)C 4,4,5,5-tetramethyl-2-[4-[2-[4-(trifluoromethoxy)phenyl]ethynyl]phenyl]-1,3,2-dioxaborolane